C(C)(=O)NC1=CN(C2=CC=C(C=C12)CCNC1=NC=C(C=C1)C(F)(F)F)C(=O)OC(C)(C)C tert-butyl 3-acetamido-5-(2-{[5-(trifluoromethyl)pyridin-2-yl]amino}ethyl)indole-1-carboxylate